(S)-6,7-Dimethyl-4-(((1-((6-(trifluoromethyl)pyridin-3-yl)methyl)-1H-pyrazol-4-yl)methyl)amino)-7,8-dihydro-3,5,6,9a-tetraazabenzo[cd]azulene-9(6H)-one CN1C=2C3=C(C=CN3C(C[C@@H]1C)=O)N=C(N2)NCC=2C=NN(C2)CC=2C=NC(=CC2)C(F)(F)F